4-(5-(Difluoromethyl)-1,3,4-Oxadiazol-2-Yl)Pyridin-2-Amine FC(C1=NN=C(O1)C1=CC(=NC=C1)N)F